(3R*,4R*)-1-Cyclopropylmethyl-4-{[1-(2,4-difluoro-phenyl)-1H-[1,2,3]triazole-4-carbonyl]-amino}-piperidine-3-carboxylic acid (2-methoxy-1,1-dimethyl-ethyl)-amide COCC(C)(C)NC(=O)[C@@H]1CN(CC[C@H]1NC(=O)C=1N=NN(C1)C1=C(C=C(C=C1)F)F)CC1CC1 |o1:9,14|